10-[2,3-di-(2-hydroxyethoxy)carbonylpropyl]-10-phosphaphenanthrene-10-oxide OCCOC(=O)C(CP1(CC2=CC=CC=C2C=2C=CC=CC12)=O)CC(=O)OCCO